6-bromo-7-fluoro-2,3-dihydro-4H-benzo[b][1,4]oxazine-4-carboxylate BrC1=CC2=C(OCCN2C(=O)[O-])C=C1F